2-(hydroxymethyl)-2-(isopropoxymethyl)-4-methyl-1-azabicyclo[2.2.2]octan-3-one OCC1(N2CCC(C1=O)(CC2)C)COC(C)C